NCC[Si](C)C aminoethyl-dimethyl-silicon